C(C)(C)(C)OC(N(C(=O)OC(C)(C)C)C1=CC(=NC=C1C#N)NC(C)=O)=O (2-Acetamido-5-cyanopyridin-4-yl)(tert-Butoxycarbonyl)carbamic acid tert-butyl ester